N2-(8-bromo-7-chloro-chroman-6-yl)-N4,6-dimethyl-pyrimidine-2,4-diamine BrC=1C(=C(C=C2CCCOC12)NC1=NC(=CC(=N1)NC)C)Cl